C(C)C=1C(C2=CC(=C(C=C2C(C1)=O)Cl)Cl)=O 2-ethyl-6,7-dichloro-1,4-naphthoquinone